C(CC)OC(C(=C)C)=O Propylmethacrylate